CN1CCN(CC1)CC(C)O 1-(4-methylpiperazin-1-yl)propan-2-ol